CC1=NN2C(=NC=CC2=N1)C1=CC=C(C=C1)S(=O)(=O)C 2-methyl-5-(4-methylsulfonylphenyl)-[1,2,4]triazolo[1,5-c]pyrimidin